FC=1C=C2NC=C(C[C@H](N)C(=O)O)C2=CC1 6-fluoro-L-tryptophan